(2S)-3-cyclopropyl-2-(4-methyl-3-nitro-2-oxo-1-pyridyl)propanoic acid C1(CC1)C[C@@H](C(=O)O)N1C(C(=C(C=C1)C)[N+](=O)[O-])=O